BrC1=C2CCC(C2=CC(=C1)F)O 4-bromo-6-fluoro-2,3-dihydro-1H-indene-1-ol